C(CC)S(=O)(=O)Cl 1-propanesulphonyl chloride